C[C@H]1[C@@H](CC[C@@]2(CC[C@]3([C@@]4(CC[C@H]5C(C(CC[C@@]5([C@H]4CC=C3[C@@H]21)C)=O)(C)C)C)C)C(=O)OCC2=CC=CC=C2)C (1S,2R,4aS,6aS,6bR,8aR,12aR,12bR,14bS)-benzyl 1,2,6a,6b,9,9,12a-heptamethyl-10-oxo-1,2,3,4,4a,5,6,6a,6b,7,8,8a,9,10,11,12,12a,12b,13,14b-icosahydropicene-4a-carboxylate